CCC(=O)OC1CC2CC1C3C2CC=C3 hexahydro-4,7-methanoinden-5-yl propionate